FC1=CN(C2=NC=C(C=C21)C(=O)NC(CC2=C(C=CC=C2)OC)(C)C)C 3-fluoro-N-(1-(2-methoxyphenyl)-2-methylpropan-2-yl)-1-methyl-1H-pyrrolo[2,3-b]pyridine-5-carboxamide